C(C(O)CO)CCCCCCCCCC(CCOCCC(CCCCCCCCCCC(O)CO)O)O glyceryl-3-hydroxylauryl ether